[N-](S(=O)(=O)C(F)(F)F)S(=O)(=O)C(F)(F)F.[N-](S(=O)(=O)C(F)(F)F)S(=O)(=O)C(F)(F)F.[N-](S(=O)(=O)C(F)(F)F)S(=O)(=O)C(F)(F)F.[Co+3] cobalt(III) tri[bis(trifluoromethane)sulfonimide]